N-methyl-d3-2-oxooxazoline-3-sulfonamide C(NS(=O)(=O)N1C(OC=C1)=O)([2H])([2H])[2H]